B(OC1=CC=CC=2C3=CC=CC=C3CC12)[O-] fluorenyl boronate